C(C)(C)(C)OC(=O)N1[C@@H](CCC1)C(=O)O (2S)-1-(tert-butoxycarbonyl)pyrrolidine-2-carboxylic acid